(R)-2-phenyl-5-(3-(5-(trifluoromethyl)pyridin-2-yloxy)pyrrolidin-1-yl)isonicotinaldehyde C1(=CC=CC=C1)C=1C=C(C=O)C(=CN1)N1C[C@@H](CC1)OC1=NC=C(C=C1)C(F)(F)F